2-{4,7,10-tris[(1-hydroxy-6-oxopyridin-2-yl)methyl]-1,4,7,10-tetraazacyclododecan-1-yl}butyric acid ON1C(=CC=CC1=O)CN1CCN(CCN(CCN(CC1)CC=1N(C(C=CC1)=O)O)CC=1N(C(C=CC1)=O)O)C(C(=O)O)CC